C(C1=CC=CC=C1)(=O)O[C@@H]1[C@@H]([C@](O[C@H]1N1C(NC(C=C1)=O)=O)(CI)N=[N+]=[N-])OC(C1=CC=CC=C1)=O benzoic acid (2S,3S,4R,5R)-4-benzoyloxy-2-azido-5-(2,4-dioxo-3,4-dihydro-2H-pyrimidin-1-yl)-2-iodomethyl-tetrahydro-furan-3-yl ester